(R)-6-((2-(3-Amino-4,4-difluoropiperidin-1-yl)-4,6-difluoro-1H-benzo[d]imidazol-1-yl)methyl)nicotinonitril-hydrochlorid Cl.N[C@@H]1CN(CCC1(F)F)C1=NC2=C(N1CC1=NC=C(C#N)C=C1)C=C(C=C2F)F